[Ru+2].ClC=1C(=C(C=CC1)P(C1=CC=CC=C1)(C1=CC=CC=C1)=C1C=C(C2=CC=CC=C12)C1=CC=CC=C1)Cl dichloro-(3-phenyl-1H-inden-1-ylidene)(triphenylphosphine) ruthenium (II)